ClC1=CC=C(C=C1)C1CCN(CC1)CC1=C(C2=C(C=CC(=NO2)O)C=C1)O 8-((4-(4-chlorophenyl)piperidin-1-yl)methyl)-3,9-dihydroxybenzo[5,6]oxazepin